2-((4-(7-(((2S,5R)-5-(ethylsulfonamido)tetrahydro-2H-pyran-2-yl)methyl)-2,7-diazaspiro[3.5]nonan-2-yl)pyrimidin-5-yl)oxy)-5-fluoro-N-((1s,3s)-3-fluorocyclobutyl)-N-isopropylbenzamide C(C)S(=O)(=O)N[C@@H]1CC[C@H](OC1)CN1CCC2(CN(C2)C2=NC=NC=C2OC2=C(C(=O)N(C(C)C)C3CC(C3)F)C=C(C=C2)F)CC1